C(CCC)(N)(N)N Butantriamin